FC1=C(C=CC=C1F)C1=CC(=NC(=N1)N)C=1N=NN(C1)CC1=NC(=CC=C1)C(C)C 6-(2,3-difluorophenyl)-4-{1-[(6-isopropyl-2-pyridinyl)methyl]-1H-1,2,3-triazol-4-yl}-2-pyrimidinylamine